6-chloro-5-(2-fluoro-5-methoxy-phenyl)-7-(trifluoromethyl)-3H-1,4-benzodiazepine-2-Amine ClC1=C(C=CC2=C1C(=NCC(=N2)N)C2=C(C=CC(=C2)OC)F)C(F)(F)F